C(C(C)C)C=1C=CC(=C(C1)N1CCN(CC1)CC1=NC=C(C=C1)C(F)(F)F)C=1N=NNN1 1-[5-isobutyl-2-(2H-tetrazol-5-yl)-phenyl]-4-[[5-(trifluoromethyl)-2-pyridyl]methyl]-piperazine